6-methoxymethoxy-1,3-dimethylhexyl-magnesium chloride COCOCCCC(CC(C)[Mg]Cl)C